NC1(COC1)CNC1=CC(=NC2=CC=C(C=C12)C)N1CC2=C(C(CC1)(F)F)C=CC=C2 N-[(3-aminooxetan-3-yl)methyl]-2-(5,5-difluoro-1,3,4,5-tetrahydro-2H-2-benzazepin-2-yl)-6-methylquinolin-4-amine